C1(=C(C=CC=C1)CCO)CCO 2,2'-(1,2-phenylene)bis(ethan-1-ol)